tert-butyl 4-[(1S,4R,5R)-5-[[4-cyclopropyl-1-(2,6-dichlorophenyl)-1H-pyrazol-5-yl]methoxy]-3-oxo-2-azabicyclo[2.2.1]heptan-2-yl]-2-fluorobenzoate C1(CC1)C=1C=NN(C1CO[C@H]1[C@@H]2C(N([C@H](C1)C2)C2=CC(=C(C(=O)OC(C)(C)C)C=C2)F)=O)C2=C(C=CC=C2Cl)Cl